2,3-dioxo-1,2,3,4-tetrahydroquinoxaline-6-carboxylate O=C1NC2=CC=C(C=C2NC1=O)C(=O)[O-]